C1(CC1)NC=1C(=CC=C(C1)C)N N1-Cyclopropyl-5-methylbenzene-1,2-diamine